Cl.S(=O)(=O)(C1=CC=C(C)C=C1)N[C@@H](CCCCN)C(=O)CCl Tosyl-L-lysyl-chloromethane hydrochloride